C(#N)C=1C(=NC(=CC1C1=CC=C(C=C1)OC)C=1S(C=CC1)=O)OC(C(=O)O)C1=CC=CC=C1 2-((3-cyano-4-(4-methoxyphenyl)-6-(1-oxidothiophen-2-yl)pyridin-2-yl)oxy)-2-phenylacetic acid